1,2-propane-dioL C(C(C)O)O